N[Si](=O)[O-] aminosilanate